[Si](C1=CC=CC=C1)(C1=CC=CC=C1)(C(C)(C)C)OC1CN(C1)CCO 2-(3-((tert-butyldiphenylsilyl)oxy)azetidin-1-yl)ethan-1-ol